N-(pyridin-2-ylmethyl)-1-[4-(1,4,8,11-tetraazacyclotetradec-1-ylmethyl)phenyl]methylamine N1=C(C=CC=C1)CNCC1=CC=C(C=C1)CN1CCNCCCNCCNCCC1